NC1=C(C(=C2C=CC=CN12)C#N)C1=CC=C(C=C1)SC 3-amino-2-(4-(methylthio)phenyl)indolizine-1-carbonitrile